glutaryl ether C1(CCCC(=O)O1)=O